ClCC1=CC=C(C=C1)B1OC(C(O1)(C)C)(C)C 2-[4-(chloromethyl)phenyl]-4,4,5,5-tetramethyl-1,3,2-dioxaborolane